1,2-dihydroxy-anthraquinone OC1=C(C=CC=2C(C3=CC=CC=C3C(C12)=O)=O)O